BrCC1CCN(CC1)C=1N(C=C(N1)C(F)(F)F)C 4-(bromomethyl)-1-(1-methyl-4-(trifluoromethyl)-1H-imidazol-2-yl)piperidine